ClC1=CC2=C(CN([C@H]2C2=C(C(=CC=C2)F)C=2C(=NN(C2)CC)C(F)(F)F)C(C=C)=O)S1 (S)-1-(2-chloro-4-(2-(1-ethyl-3-(trifluoromethyl)-1H-pyrazol-4-yl)-3-fluorophenyl)-4,6-dihydro-5H-thieno[2,3-c]pyrrol-5-yl)prop-2-en-1-one